3-((5-(2-(3,4-dimethoxyphenyl)-3-isopropyl-1H-indol-5-yl)pyridin-2-yl)oxy)-N,N-dimethylpropane-1-amine COC=1C=C(C=CC1OC)C=1NC2=CC=C(C=C2C1C(C)C)C=1C=CC(=NC1)OCCCN(C)C